3-bromo-4-(difluoromethoxy)aniline BrC=1C=C(N)C=CC1OC(F)F